C(C)(=O)N[C@H]1C[C@H](CC1)NC(=O)C=1SC=2N=CC=C3N(C(NC1C23)=O)C2=C(C=C(C=C2)OC2=CC=CC=C2)C N-((1S,3R)-3-Acetamidocyclopentyl)-5-(2-methyl-4-phenoxyphenyl)-4-oxo-4,5-dihydro-3H-1-thia-3,5,8-triazaacenaphthylene-2-carboxamide